FC1(CCN(CC1)C(=O)C=1C=CC(=NC1)C1=CN=C2N1C=CC(=N2)C#N)F 3-(5-(4,4-difluoropiperidine-1-carbonyl)pyridin-2-yl)imidazo[1,2-a]pyrimidine-7-carbonitrile